C(C)(C)(C)[Si](OCCC=1SC=CC1B1OC(C(O1)(C)C)(C)C)(C1=CC=CC=C1)C1=CC=CC=C1 tert-butyldiphenyl(2-(3-(4,4,5,5-tetramethyl-1,3,2-dioxaborolan-2-yl)thiophen-2-yl)ethoxy)silane